CC1CC(=C(C(N1)=O)C1=C(C=CC=C1)C)C1=C(C=CC=C1)C 6-methyl-3,4-di-o-tolyl-5,6-dihydropyridin-2(1H)-one